N-(6-(4-cyanobut-1-yn-1-yl)pyridazin-3-yl)-2-(3-trifluoromethoxyphenyl)acetamide C(#N)CCC#CC1=CC=C(N=N1)NC(CC1=CC(=CC=C1)OC(F)(F)F)=O